C(C1=CC=CC=C1)OC(=O)N1[C@@H]2[C@@H](N(C[C@H]1CC2)C=2C1=C(N=C(N2)Cl)C(=C(N=C1Cl)Cl)F)CCO[Si](C)(C)C(C)(C)C Benzyl-(1S,2S,5R)-2-(2-((tert-butyldimethylsilyl)oxy)ethyl)-3-(2,5,7-trichloro-8-fluoropyrido[4,3-d]pyrimidin-4-yl)-3,8-diazabicyclo[3.2.1]octane-8-carboxylate